4,4'-(1,3-propanediyl)dioxydianiline C(CCOC1=CC=C(N)C=C1)OC1=CC=C(N)C=C1